N-methyl-2-propoxyethan-1-amine CNCCOCCC